ClC1=CC=C2/C(/C(NC2=C1)=O)=C/C1=CC(=CC(=C1)Cl)Cl (Z)-6-chloro-3-(3,5-dichlorobenzylidene)-1,3-dihydro-2H-indol-2-one